C(C)(C)(C1=CC=CC=C1)C1=CC=C(C=C1)O 4-(α-cumyl)phenol